(R)-N-(4-cyclobutyl-3-(difluoro(phenyl)methyl)-1-methyl-1H-pyrazol-5-yl)-2-(2,2,3,3-tetrafluorocyclobutyl)acetamide C1(CCC1)C=1C(=NN(C1NC(C[C@H]1C(C(C1)(F)F)(F)F)=O)C)C(C1=CC=CC=C1)(F)F